arginine sodium benzoate C(C1=CC=CC=C1)(=O)[O-].[Na+].N[C@@H](CCCNC(N)=N)C(=O)O